CC=1C=2N(C=CC1)N=C(C2)[C@@H]2N(CCC1=C2N=CN1)C1=NC=CC(=N1)C(O)C1=CC=CC=C1 (2-((R)-4-(4-methylpyrazolo[1,5-a]pyridin-2-yl)-1,4,6,7-tetrahydro-5H-imidazo[4,5-c]pyridin-5-yl)pyrimidin-4-yl)(phenyl)methanol